C1=CC=CC=2C3=CC=CC=C3C(C12)COC(=O)N[C@H](C(=O)O)CC=1C=NC(=NC1)C1=CC=C(C=C1)C(=O)OC(C)(C)C (S)-2-((((9H-Fluoren-9-yl)methoxy)carbonyl)amino)-3-(2-(4-(tert-butoxycarbonyl)phenyl)pyrimidin-5-yl)propanoic acid